amino-3-cyano-spiro[6H-thieno[2,3-c]thiophene-4,3'-azetidine] NN1CC2(C1)C1=C(CS2)SC=C1C#N